2-bromo-3-methyl-5-(trifluoromethyl)pyridine BrC1=NC=C(C=C1C)C(F)(F)F